1,4-Bis(4-methyl-5-phenyl-2-oxazolyl)benzene Tert-butyl-4-[1-[1-[(4-methoxyphenyl)methyl]-2,6-dioxo-3-piperidyl]-3-methyl-2-oxo-benzimidazol-5-yl]oxypiperidine-1-carboxylate C(C)(C)(C)OC(=O)N1CCC(CC1)OC1=CC2=C(N(C(N2C)=O)C2C(N(C(CC2)=O)CC2=CC=C(C=C2)OC)=O)C=C1.CC=1N=C(OC1C1=CC=CC=C1)C1=CC=C(C=C1)C=1OC(=C(N1)C)C1=CC=CC=C1